(4-methylpiperidin-4-yl)-5-((5-(trifluoromethyl)-1,4-diazaheptane-1-yl)methyl)-5,6-dihydro-1,4,2-dioxazine CC1(CCNCC1)C1=NOCC(O1)CNCCNC(CC)C(F)(F)F